CSC=1N=CC2=C(N1)NC(C(=C2)N2CCN(CC2)C(=O)OC(C)(C)C)=O tert-butyl 4-(2-(methylthio)-7-oxo-7,8-dihydropyrido[2,3-d]pyrimidin-6-yl)piperazine-1-carboxylate